2,2-difluoro-6-(5-fluoro-6-(oxetan-3-yloxy)pyridin-3-yl)-7-((5-methoxy-7-methyl-1H-indol-4-yl)methyl)-7-azaspiro[3.5]nonane FC1(CC2(C1)CC(N(CC2)CC2=C1C=CNC1=C(C=C2OC)C)C=2C=NC(=C(C2)F)OC2COC2)F